10-(4,5-dimethoxy-2-methyl-3,6-dihydroxy-1,4-cyclohexadienyl)decyl-triphenyl-phosphonium arsonium chloride [Cl-].[AsH4+].COC=1C(C(=C(C(C1OC)O)CCCCCCCCCC[P+](C1=CC=CC=C1)(C1=CC=CC=C1)C1=CC=CC=C1)C)O.[Cl-]